2-(6-(((1r,3s,5s)-8-azabicyclo[3.2.1]oct-3-yl)oxy)pyridazin-3-yl)-5-(1H-1,2,3-triazol-4-yl)phenol [C@H]12CC(C[C@H](CC1)N2)OC2=CC=C(N=N2)C2=C(C=C(C=C2)C=2N=NNC2)O